3-[3-methyl-2-oxo-4-[[1-(4-piperidyl)-4-piperidyl]oxy]benzimidazol-1-yl]piperidine CN1C(N(C2=C1C(=CC=C2)OC2CCN(CC2)C2CCNCC2)C2CNCCC2)=O